CN(CCOC1=NC(=CC=N1)F)C 2-(2-(dimethylamino)ethoxy)-6-fluoropyrimidin